bis(2-hydroxy ethyl)ethylenediamine tert-Butyl {2-[1-(difluoromethyl)-3,5-dimethyl-1H-pyrazol-4-yl]-3-formylpyridin-4-yl}carbamate FC(N1N=C(C(=C1C)C1=NC=CC(=C1C=O)NC(OC(C)(C)C)=O)C)F.OCCNCCNCCO